N-(1-(2-(3-isopropoxyphenyl)hydrazine-1-carbonyl)cyclobutyl)-2-(trifluoromethyl)benzamide C(C)(C)OC=1C=C(C=CC1)NNC(=O)C1(CCC1)NC(C1=C(C=CC=C1)C(F)(F)F)=O